CN(C)C(CCC)(O)C1=CC=C(C=C1)F (dimethylamino)-1-(4-fluorophenyl)butan-1-ol